propane-2-ylideneSulfonamide CC(C)=NS(=O)=O